C12(CC3CC(CC(C1)C3)C2)C(NCCOCCOCCOCCOCCOCCC(=O)N)C=2C=NC(=CC2)OCC=2C(=C(C=CC2)C2=CC=CC=C2)C (adamantan-1-yl)-1-(6-((2-methyl-[1,1'-biphenyl]-3-yl)methoxy)pyridin-3-yl)-5,8,11,14,17-pentaoxa-2-azaicosan-20-amide